CC1=C(OC2=C(C=C(C=C2C1=O)C)[C@@H](C)NC1=C(C(=NO)N)C=C(C=C1)F)C1=CC=CC=C1 2-[[(1R)-1-(3,6-Dimethyl-4-oxo-2-phenyl-chromen-8-yl)ethyl]amino]-5-fluoro-N'-hydroxy-benzamidine